(S)-N-cyclopropyl-6-(4-(4-fluoropyrazolo[1,5-a]pyridin-2-yl)-1,4,6,7-tetrahydro-5H-imidazo[4,5-c]pyridin-5-yl)pyrazine-2-carboxamide C1(CC1)NC(=O)C1=NC(=CN=C1)N1[C@@H](C2=C(CC1)NC=N2)C2=NN1C(C(=CC=C1)F)=C2